ClC1=C2C(N(C=NC2=CC=C1OC1=C(C(=CC=C1F)F)C#N)[C@H]1CCC2(C1)CCN(CC2)C(=O)OC(C)(C)C)=O tert-butyl (3S)-3-[5-chloro-6-(2-cyano-3,6-difluoro-phenoxy)-4-oxo-quinazolin-3-yl]-8-azaspiro[4.5]decane-8-carboxylate